(8R,9S)-(1R,2R)-cyclohexyl-sulfamic acid C1(CCCCC1)NS(O)(=O)=O